tert-butyl (2S,4R)-4-hydroxy-2-(3-(3-(trifluoromethyl)-4-(3-(4-(trifluoromethyl)phenyl)propoxy)phenyl)-1,2,4-oxadiazol-5-yl)pyrrolidine-1-carboxylate O[C@@H]1C[C@H](N(C1)C(=O)OC(C)(C)C)C1=NC(=NO1)C1=CC(=C(C=C1)OCCCC1=CC=C(C=C1)C(F)(F)F)C(F)(F)F